C=12C3=CC=CC4=C3C(=CC=C3C=CC=CC=C43)CC1C2C(=O)[O-] methanonaphtho[1,8-ab]heptalene-14-carboxylate